cis-1,4-cyclohexanedicarboxylic acid bis(2-hydroxyethyl) ester OCCOC(=O)[C@@H]1CC[C@@H](CC1)C(=O)OCCO